C1(CC1)C=1N=NN(C1)[C@H](C(=O)N1[C@@H](C[C@H](C1)O)C(=O)NC1C(COCC1)N1CCOCC1)C(C)(C)C (2S,4R)-1-[(2S)-2-(4-cyclopropyltriazol-1-yl)-3,3-dimethyl-butanoyl]-4-hydroxy-N-(3-morpholinotetrahydropyran-4-yl)pyrrolidine-2-carboxamide